BrC=1C(=NC(=NC1)NC1=C(C=C(C(=C1)C=1C=NN(C1)C)N1CCC(CC1)(C)OC)OC)NC=1C(=C2N=CC=NC2=CC1)NS(=O)(=O)C N-(6-((5-bromo-2-((2-methoxy-4-(4-methoxy-4-methylpiperidin-1-yl)-5-(1-methyl-1H-pyrazol-4-yl)phenyl)amino)pyrimidin-4-yl)amino)quinoxalin-5-yl)methanesulfonamide